C(C)(C)(C)OP(=O)(OC(C)(C)C)OCN1C(=CC2=CC(=C(C=C12)F)F)C(=O)OCC1=CC=CC=C1 benzyl 1-(((di-tert-butoxyphosphoryl) oxy) methyl)-5,6-difluoro-1H-indole-2-carboxylate